C(C)(C)(C)OC(=O)N1CCN(CCC1)C=1C=NN2C1C=CC(=C2)C=2C=NN(C2)C 4-[6-(1-methyl-1H-pyrazol-4-yl)pyrazolo[1,5-a]pyridin-3-yl]-1,4-diazacycloheptane-1-carboxylic acid tert-butyl ester